COC1=C(CN2C3=C(C=CC4=C2C=CN=C4)C=NC=C3)C=CC(=C1)OC 5-(2,4-dimethoxybenzyl)-5H-dipyrido[4,3-b:3',4'-f]azepine